4-chlorobenzyl (S)-(4-(1-(4-methylisoxazole-5-carboxamido)eth-yl)phenyl)carbamate CC=1C=NOC1C(=O)N[C@@H](C)C1=CC=C(C=C1)NC(OCC1=CC=C(C=C1)Cl)=O